O=C1NC(CCC1NC1=CC(=C(C=C1)C1CCN(CC1)CC(=O)N1CCN(CC1)C1=CC=CC=N1)F)=O 6-[4-[2-[4-[4-[(2,6-dioxopiperidin-3-yl)amino]-2-fluorophenyl]piperidin-1-yl]acetyl]piperazin-1-yl]pyridin